N-[4-(4-chlorophenyl)-1-oxophthalazin-2(1H)-yl]-2-[3-(trifluoromethyl)phenyl]acetamide ClC1=CC=C(C=C1)C1=NN(C(C2=CC=CC=C12)=O)NC(CC1=CC(=CC=C1)C(F)(F)F)=O